[Yb+3].FC(S(=O)(=O)[O-])(F)F.FC(S(=O)(=O)[O-])(F)F.FC(S(=O)(=O)[O-])(F)F trifluoromethanesulfonic acid Ytterbium (III) salt